C(C=C)[C@]1([C@H](N(CC1=O)C(=O)OCC1=CC=CC=C1)C(=O)OC)C 1-benzyl 2-methyl (2S,3S)-3-allyl-3-methyl-4-oxopyrrolidine-1,2-dicarboxylate